C(C)(C)(C)OC(=O)N(C(OC(C)(C)C)=O)C1=NC=NC(=C1)[Sn](CCCC)(CCCC)CCCC tert-butyl N-(tert-butoxycarbonyl)-N-[6-(tributylstannyl)pyrimidin-4-yl]carbamate